tert-butyl (S)-4-(2-ethyl-7-((8-fluoro-2-methylimidazo[1,2-a]pyridin-6-yl)carbamoyl)-2H-indazol-4-yl)-2-(hydroxymethyl)piperazine-1-carboxylate C(C)N1N=C2C(=CC=C(C2=C1)N1C[C@H](N(CC1)C(=O)OC(C)(C)C)CO)C(NC=1C=C(C=2N(C1)C=C(N2)C)F)=O